C1(CC1)N1N=C(C(=C1)C(C)NC1CCN(CC1)C=1C(=NC=CC1C(F)F)OC)NCC1=C(C=CC=C1)C1CC1 {1-[1-Cyclopropyl-3-(2-cyclopropyl-benzylamino)-1H-pyrazol-4-yl]-ethyl}-(4'-difluoromethyl-2'-methoxy-3,4,5,6-tetrahydro-2H-[1,3']bipyridinyl-4-yl)-amine